6-butyl-5-[(3-cyanophenyl)methyl]-5H,6H,7H,8H,10H-cyclohepta[b]indole-4-carboxylic acid C(CCC)C1CCCCC2=C1N(C1=C(C=CC=C21)C(=O)O)CC2=CC(=CC=C2)C#N